[Na].N(C1=CC=CC=C1)C1=NC(=NC(=N1)S)S 6-anilino-1,3,5-triazine-2,4-dithiol monosodium salt